C(C)C(COC(CCCCCCCCC)=O)CCCC decanoic acid 2-ethylhexyl ester